C(CC(=O)C)(=O)[O-].C(CC)CC(CC(=O)[O-])=O.C(CC)CC(CC(=O)[O-])=O.[Al+3] aluminum bis(propylacetoacetate) mono(acetoacetate)